C(=C)CCCCP(O)=O vinylbutylphosphinic acid